Methyl 4'-(5-(2-hydroxyethyl)isoxazol-3-yl)-5-(4-(4-(trifluoromethyl)phenyl)-1H-1,2,3-triazol-1-yl)-[1,1'-biphenyl]-3-carboxylate OCCC1=CC(=NO1)C1=CC=C(C=C1)C1=CC(=CC(=C1)N1N=NC(=C1)C1=CC=C(C=C1)C(F)(F)F)C(=O)OC